4-(2-(benzyloxy)-3-isopropoxy-4-nitrobenzamido)benzoic acid tert-butyl ester C(C)(C)(C)OC(C1=CC=C(C=C1)NC(C1=C(C(=C(C=C1)[N+](=O)[O-])OC(C)C)OCC1=CC=CC=C1)=O)=O